FC(C1=CC2=CNN=C2C=C1)(F)F 5-(trifluoromethyl)-2H-indazol